N2-(((9H-fluoren-9-yl)methoxy)carbonyl)-N6-(tert-butoxycarbonyl)-L-lysinate C1=CC=CC=2C3=CC=CC=C3C(C12)COC(=O)N[C@@H](CCCCNC(=O)OC(C)(C)C)C(=O)[O-]